(R)-N7-(2,6-Difluoropyridin-4-yl)-N1-(1,1,1-trifluoropropan-2-yl)-5,6-dihydroimidazo[1,5-a]pyrazine-1,7(8H)-dicarboxamide FC1=NC(=CC(=C1)NC(=O)N1CC=2N(CC1)C=NC2C(=O)N[C@@H](C(F)(F)F)C)F